tetramethyl-tetrabenzyl-cyclotrisiloxane CC=1C(=C(C([Si]2(O[SiH2]O[Si](O2)(CC2=CC=CC=C2)CC2=CC=CC=C2)CC2=CC=CC=C2)(C)C)C=CC1)C